[Si](C)(C)(C(C)(C)C)OC1=CC=C(C=C1)NC1=CC(=C(C(=C1)Cl)OCCCl)Cl [4-[tert-butyl(dimethyl)silyl]oxyphenyl]-3,5-dichloro-4-(2-chloro-ethoxy)aniline